3-(5-(4-(2-(4-(3-(4-chloro-3-cyclopropyl-1H-pyrrolo[2,3-b]pyridin-5-yl)phenyl)-3-oxopiperazin-1-yl)ethyl)piperidin-1-yl)-6-fluoro-1-oxoisoindolin-2-yl)piperidine-2,6-dione ClC1=C2C(=NC=C1C=1C=C(C=CC1)N1C(CN(CC1)CCC1CCN(CC1)C=1C=C3CN(C(C3=CC1F)=O)C1C(NC(CC1)=O)=O)=O)NC=C2C2CC2